tert-Butyl (4R)-4-{(R,2R)-3-[(4R)-4-benzyl-2-oxo-1,3-oxazolidin-3-yl]-1-hydroxy-2-methyl-3-oxopropyl}-2,2-dimethyl-1,3-oxazolidine-3-carboxylate C(C1=CC=CC=C1)[C@H]1N(C(OC1)=O)C([C@@H]([C@@H](O)[C@@H]1N(C(OC1)(C)C)C(=O)OC(C)(C)C)C)=O